C(C)(=O)OC1C(CCCC1)C(C)(C)C ortho-tertiary-butylcyclohexyl acetate